racemic-endo-N-(7-cyano-7-azabicyclo[2.2.1]heptan-2-yl)-5-(4-fluorophenyl)-2-pyridinecarboxamide C(#N)N1C2C(CC1CC2)NC(=O)C2=NC=C(C=C2)C2=CC=C(C=C2)F